CC(CC[Si](Cl)(Cl)C)(C)C (3,3-dimethylbutyl)methyldichlorosilane